2-oxo-5-hexenoic acid methyl ester COC(C(CCC=C)=O)=O